CC1(OB(OC1(C)C)C=C1CC2(CN(C2)C(=O)OC(C)(C)C)C1)C tert-butyl 6-[(4,4,5,5-tetramethyl-1,3,2-dioxaborolan-2-yl)methylene]-2-azaspiro[3.3]heptane-2-carboxylate